C(C)(C)(C)C=1C=CC(=C(C1)S(=O)(=O)NC(=O)C=1OC2=C(C1)C=CC(=C2)N(C)C)OC2CC2 N-((5-(tert-butyl)-2-cyclopropoxyphenyl)sulfonyl)-6-(dimethylamino)benzofuran-2-carboxamide